C1(=CC=CC=C1)C(=S)C=1N2CCC(C2=CC1)C(=O)[O-] 5-(benzenecarbothioyl)-2,3-dihydro-1H-pyrrolizine-1-carboxylate